1,7-diazaspiro[4.5]decan-2-one N1C(CCC12CNCCC2)=O